O[C@H](C)C1=CC2=C(N=C(N=C2)NC(C(C)C)=O)C(=N1)NC(C)C (R)-N-(6-(1-hydroxyethyl)-8-(isopropylamino)pyrido[3,4-d]pyrimidin-2-yl)isobutyramide